FC(C(=O)N[C@H](C(=O)O)CCN(CCCCC1=NC=2NCCCC2C=C1)CCOC)C1=CC=CC=C1 (2S)-2-(2-fluoro-2-phenylacetamido)-4-((2-methoxyethyl)(4-(5,6,7,8-tetrahydro-1,8-naphthyridin-2-yl)butyl)amino)butanoic acid